2,6-dimethyl-9-(2-carboxyethyl)carbonyloxyanthracene CC1=CC2=C(C3=CC=C(C=C3C=C2C=C1)C)OC(=O)CCC(=O)O